bis(2-(5-norbornen-2-yl)ethyl)amid C12C(CC(C=C1)C2)CC[N-]CCC2C1C=CC(C2)C1